C1(=CC=CC=C1)C1=NC(=NS1)C1=NC=2N(C(=C1)N1CCOCC1)N=C(C2)C2=CC=NC=C2 4-(5-(5-phenyl-1,2,4-thiadiazol-3-yl)-2-(pyridin-4-yl)pyrazolo[1,5-a]pyrimidin-7-yl)morpholine